(rac)-((1s,3s)-3-Hydroxy-3-methylcyclobutyl)(6-(1-(pyrazolo[1,5-a]pyridin-7-yl)ethyl)-2-azaspiro[3.3]heptan-2-yl)methanone OC1(CC(C1)C(=O)N1CC2(C1)CC(C2)[C@@H](C)C2=CC=CC=1N2N=CC1)C |r|